N,N-bisIsopropyl-ethylamine C(C)(C)N(C(C)C)CC